2,7-dibromo-9,9-bis-(2-ethylhexyl)-9H-fluorene BrC1=CC=2C(C3=CC(=CC=C3C2C=C1)Br)(CC(CCCC)CC)CC(CCCC)CC